C(C)(C)C=1C2=C(NC1C=1C=C(C=3N(C1)N=CN3)C)C=C(S2)C(=O)C=2CCN(CC2)C(=O)OC(C)(C)C Tert-butyl 4-(6-isopropyl-5-(8-methyl-[1,2,4]triazolo[1,5-a]pyridin-6-yl)-4H-thieno[3,2-b]pyrrole-2-carbonyl)-3,6-dihydropyridine-1(2H)-carboxylate